C1(CCCCC1)C=1C=CC(=NC1)CN(C(OCC1=CC=CC=C1)=O)C=1C=C2C=NN(C(C2=CC1)=O)COCC[Si](C)(C)C benzyl ((5-cyclohexylpyridin-2-yl)methyl)(1-oxo-2-((2-(trimethylsilyl)ethoxy)methyl)-1,2-dihydrophthalazin-6-yl)carbamate